ClC(C1=NC(=NO1)C1=CC=C(CN(C=2C(C(C2NC=2C=NN(C2)C)=O)=O)C)C=C1)(F)F 3-((4-(5-(chlorodifluoromethyl)-1,2,4-oxadiazol-3-yl)benzyl)(methyl)amino)-4-((1-methyl-1H-pyrazol-4-yl)amino)cyclobut-3-ene-1,2-dione